N-(5-bromo-4-fluoro-2-((3S,5R)-3,4,5-trimethylpiperazin-1-yl)phenyl)-4-fluoro-2-(trifluoromethyl)benzamide BrC=1C(=CC(=C(C1)NC(C1=C(C=C(C=C1)F)C(F)(F)F)=O)N1C[C@@H](N([C@@H](C1)C)C)C)F